[Ni].C1(=CC=CC=C1)C=1C2=CC=C(N2)C(=C2C=CC(C(=C3C=CC(=C(C=4C=CC1N4)C4=CC=CC=C4)N3)C3=CC=CC=C3)=N2)C2=CC=CC=C2 5,10,15,20-tetraphenyl-porphyrin nickel